NC=1C=2N(C=CN1)C(=C(C2C2=CC=C(C=C2)OC2=NC=CC=N2)C2=CC=C(C=C2)NC(C=C)=O)C N-(4-(1-amino-6-methyl-8-(4-(pyrimidin-2-yloxy)phenyl)pyrrolo[1,2-a]pyrazin-7-yl)phenyl)acrylamide